FC(C)(F)N1N=C(C=C1)C1(CC(C=2C=NC=3N(C21)N=C(C3)F)C#N)C 8-(1-(1,1-difluoroethyl)-1H-pyrazol-3-yl)-2-fluoro-8-methyl-7,8-dihydro-6H-cyclopenta[e]pyrazolo[1,5-a]pyrimidine-6-carbonitrile